BrC=1C=NN(C1)CC(C)(C)NC(OC(C)(C)C)=O tert-butyl (1-(4-bromo-1H-pyrazol-1-yl)-2-methylpropan-2-yl)carbamate